decyl-octyl-dimethyl-ammonium bicarbonate C([O-])(O)=O.C(CCCCCCCCC)[N+](C)(C)CCCCCCCC